8-(2,6-difluorophenyl)-5-methyl-13-[2-(4-methyltetrahydropyran-4-yl)ethynyl]-3,4,7,9,12-pentazatricyclo[8.4.0.02,6]tetradeca-1(10),2(6),4,7,11,13-hexaen FC1=C(C(=CC=C1)F)C1=NC=2C(=NNC2C=2C=C(N=CC2N1)C#CC1(CCOCC1)C)C